m-Cymen-8-ol CC1=CC(=CC=C1)C(C)(C)O